tert-butyl 1,1,2,2-tetrafluoroethyl ether FC(C(F)F)(F)OC(C)(C)C